COC(CC1=CC=C(C=C1)OC1=C(C=C(C(=C1)C)[N+](=O)[O-])C1=CN(C2=C(N=CC=C21)OC)C)=O 2-(4-(2-(7-methoxy-1-methyl-1H-pyrrolo[2,3-c]pyridin-3-yl)-5-methyl-4-nitrophenoxy)phenyl)acetic acid methyl ester